6-chloro-N-(5-phenoxypyridin-2-yl)pyrido[3,2-d]pyrimidin-4-amine ClC=1C=CC=2N=CN=C(C2N1)NC1=NC=C(C=C1)OC1=CC=CC=C1